1-[2-(tert-Butyl-diphenyl-silanyloxy)-acetyl]-piperidine-4-carbonitrile C(C)(C)(C)[Si](OCC(=O)N1CCC(CC1)C#N)(C1=CC=CC=C1)C1=CC=CC=C1